tri(s-butyl)boron tert-Butyl-4-(5-((2,6-dioxopiperidin-3-yl)amino)-2-fluorophenyl)piperidine-1-carboxylate C(C)(C)(C)OC(=O)N1CCC(CC1)C1=C(C=CC(=C1)NC1C(NC(CC1)=O)=O)F.C(C)(CC)B(C(C)CC)C(C)CC